C(Cl)(Cl)(Cl)Cl.P(OCC)(OCC)O diethyl phosphite carbon tetrachloride